S(=O)(=O)(O)CCCC[N+]1=CC=C(C=C1)C=CC=CC1=CC=C(C=C1)N(C1=CC=CC=C1)C1=CC=CC=C1 N-(4-sulfobutyl)-4-(4-(4-(diphenylamino)phenyl)butadienyl)pyridinium